OCC(C(=O)O)CCC(=O)O Hydroxymethyl-glutaric acid